3-methyl-2-phenyl-2,3-dihydrobenzothiazine-4-one CC1N(SC2=C(C1=O)C=CC=C2)C2=CC=CC=C2